3-(4-hydroxyphenyl)-6-methoxy-2-methylquinazolin-4(3H)-one OC1=CC=C(C=C1)N1C(=NC2=CC=C(C=C2C1=O)OC)C